ClC1=C(C=C(C=C1)NC(=O)NC1=C(OC2=CC(=NC=C2)C(=O)NCO)C=CC=C1F)C(F)(F)F 4-(([4-chloro-3-(trifluoromethyl)phenyl]carbamoyl-amino)-3-fluorophenoxy)-N-(hydroxymethyl)pyridine-2-carboxamide